CN1N=NC(=C1NC(O[C@H](C)C=1C(=NC=CC1)Cl)=O)C1=NC=C(C=C1)NC(=O)C1(COC1)C (R)-1-(2-chloropyridin-3-yl)ethyl (1-methyl-4-(5-(3-methyloxetane-3-carboxamido)pyridin-2-yl)-1H-1,2,3-triazol-5-yl)carbamate